furanium chloride [Cl-].[OH+]1C=CC=C1